3-Ethyl-5-methyl-2-(acetoxymethyl)-4-(3-fluoro-2-(trifluoromethyl) phenyl)-6-(fluoromethyl)-1,4-dihydropyridine-3,5-dicarboxylate C(C)C1(C(NC(C(C1C1=C(C(=CC=C1)F)C(F)(F)F)(C(=O)[O-])C)CF)COC(C)=O)C(=O)[O-]